(S)-4-(6-(6-ethynyl-4-methylpyridin-3-yl)-4,7-dimethyl-7H-pyrrolo[2,3-d]pyrimidin-5-yl)-6'-methyl-3'H-spiro[cyclohexane-1,2'-furo[2,3-b]pyridin] C(#C)C1=CC(=C(C=N1)C1=C(C2=C(N=CN=C2C)N1C)C1CCC2(CC=3C(=NC(=CC3)C)O2)CC1)C